1-(benzyloxy)-4-(chloromethyl)benzene tert-butyl-4-(3-(2-hydroxyphenyl)-6-methyl-7H-pyrrolo[2,3-c]pyridazin-5-yl)piperidine-1-carboxylate C(C)(C)(C)OC(=O)N1CCC(CC1)C1=C(NC=2N=NC(=CC21)C2=C(C=CC=C2)O)C.C(C2=CC=CC=C2)OC2=CC=C(C=C2)CCl